6-(8-((6-methoxypyridin-3-yl)sulfonyl)-8-azaspiro[4.5]dec-2-yl)-2-oxa-6-azaspiro[3.3]heptane COC1=CC=C(C=N1)S(=O)(=O)N1CCC2(CCC(C2)N2CC3(COC3)C2)CC1